FC=1C=C(N)C=C(C1C=1C=NN(C1)C)F 3,5-Difluoro-4-(1-methyl-1H-pyrazol-4-yl)aniline